2-(5-fluoro-1H-indazol-3-yl)-2-(1-(4-hydroxypiperidine-1-carbonyl)piperidin-4-ylidene)acetonitrile FC=1C=C2C(=NNC2=CC1)C(C#N)=C1CCN(CC1)C(=O)N1CCC(CC1)O